C(C)(C)(C)OC(=O)N1CC(=CC([C@H]1CO[Si](C)(C)C(C)(C)C)C)O[Si](C)(C)C (6S)-6-((tert-Butyldimethylsilyloxy)methyl)-5-methyl-3-(trimethylsiloxy)-5,6-dihydropyridine-1(2H)-carboxylic acid tert-butyl ester